(1R,3s,5S)-3-((6-(6-methoxy-5-(1H-pyrazol-1-yl)pyridin-2-yl)pyridazin-3-yl)oxy)-8-azabicyclo[3.2.1]octane COC1=C(C=CC(=N1)C1=CC=C(N=N1)OC1C[C@H]2CC[C@@H](C1)N2)N2N=CC=C2